N-(9-((2R,3S,4S,5R)-5-((bis(4-methoxyphenyl)(phenyl)methoxy)methyl)-4-fluoro-3-hydroxytetrahydrofuran-2-yl)-6-oxo-6,9-dihydro-1H-purin-2-yl)isobutyramide COC1=CC=C(C=C1)C(OC[C@@H]1[C@H]([C@H]([C@@H](O1)N1C=2N=C(NC(C2N=C1)=O)NC(C(C)C)=O)O)F)(C1=CC=CC=C1)C1=CC=C(C=C1)OC